4-(3-phenyl-5-(quinoxalin-6-yl)-4,5-dihydro-1H-pyrazol-1-yl)butanoic acid C1(=CC=CC=C1)C1=NN(C(C1)C=1C=C2N=CC=NC2=CC1)CCCC(=O)O